COC(CN(S(=O)(=O)C1=CC=C(C=C1)C)COC(=O)C1=COC=C1)=O [N-(2-methoxy-2-oxoethyl)4-methylbenzenesulfonamido]methylfuran-3-carboxylate